C(C)(=O)OC=1C(=NC=CC1OC)C(N[C@@H](C)C1=NOC(=N1)C1=CC(=CC=C1)C(C)C)=O (S)-2-((1-(5-(3-isopropylphenyl)-1,2,4-oxadiazol-3-yl)ethyl)carbamoyl)-4-methoxypyridin-3-yl acetate